FC1=CC2=C(CN3C(C=4N(N(C2)C3)C=C(C(C4O)=O)C(=O)NCC4=C(C=C(C=C4F)F)F)=O)C=C1 (6R)-9-fluoro-1-hydroxy-2,14-dioxo-N-(2,4,6-trifluorobenzyl)-2,7,12,14-tetrahydro-6,13-methanobenzo[g]pyrido[1,2-b][1,2,5]triazonine-3-carboxamide